4-methyl-6-(2-methyl-2H-indazol-5-yl)quinolin-2-ol CC1=CC(=NC2=CC=C(C=C12)C1=CC2=CN(N=C2C=C1)C)O